C(#N)C1=NN(C=C1)C1=CC=C(C(=C1CN)F)OC [6-(3-Cyanopyrazol-1-yl)-2-fluoro-3-methoxyphenyl]methanamine